(S)-5-(2-(benzyloxy)ethyl)-1-toluenesulfonylpyrrolidin-2-one C(C1=CC=CC=C1)OCC[C@@H]1CCC(N1S(=O)(=O)CC1=CC=CC=C1)=O